Cl.CN(C=1SC2=C(N1)C=CC(=C2)C2=CC1=CN(N=C1C=C2)C)C2CCNCC2 N-Methyl-6-(2-methyl-2H-indazol-5-yl)-N-(piperidin-4-yl)-1,3-benzothiazol-2-amin-Hydrochlorid